FC1=CC=C(O1)C(=O)OCC1=CC=CC=C1 Benzyl 5-fluorofuran-2-carboxylate